ClC1=C(OC=2C=CC3=C(N=C(S3)C)C2)C=CC(=C1F)[N+](=O)[O-] 5-(2-chloro-3-fluoro-4-nitrophenoxy)-2-methylbenzo[d]thiazole